3,4,5-tri(tert-butyldimethylsilyloxy)benzoic acid [Si](C)(C)(C(C)(C)C)OC=1C=C(C(=O)O)C=C(C1O[Si](C)(C)C(C)(C)C)O[Si](C)(C)C(C)(C)C